ClC1=C(C=C(N=N1)NCC1=CC(=CC(=C1)OC)OC)C 6-chloro-N-(3,5-dimethoxybenzyl)-5-methylpyridazin-3-amine